C(C)(C)(C)C1=NC(=C(C=C1C=1CC=NCC1)OC)C=O tert-butyl-6-formyl-5-methoxy-3',6'-dihydro-[3,4'-bipyridine]